[Na].COC1=C(CNC(=O)C=2C(=NC(=NC2)C(F)(F)F)N2CCOCC2)C=CC(=C1)OC N-(2,4-dimethoxybenzyl)-4-morpholino-2-(trifluoromethyl)pyrimidine-5-carboxamide sodium